N1=C(C=CC=C1)C#CC=1C=C(C(=O)NC2=CC=C(C=C2)NC(=O)N2CCC2)C=CC1 N-(4-(3-(PYRIDIN-2-YLETHYNYL)BENZAMIDO)PHENYL)AZETIDINE-1-CARBOXAMIDE